CN1C(NC=C([C@H]2[C@H](O)[C@H](O)[C@@H](CO)O2)C1=O)=O N'-methyl-pseudouridine